C(C)(C)(C)OC(=O)N1C[C@@]([C@@H](CC1)C1=CC=C(C=C1)OC)(COS(=O)(=O)C(F)(F)F)C |r| (+/-)-cis-4-(4-methoxyphenyl)-3-methyl-3-({[(trifluoromethyl)sulfonyl]oxy}methyl)piperidine-1-carboxylic acid 1-tert-butyl ester